ethyl 5-amino-2-chloro-6-[2-fluoro-4-(trifluoromethyl)phenyl]pyrimidine-4-carboxylate NC=1C(=NC(=NC1C1=C(C=C(C=C1)C(F)(F)F)F)Cl)C(=O)OCC